C(C1=CC=CC=C1)N1CC=2C(N(C=3N=CC=CC3C2CC1)CC1=CC(=NN1C)C)=O 3-Benzyl-6-((1,3-dimethyl-1H-pyrazol-5-yl)methyl)-2,3,4,6-tetrahydropyrido[3,4-c][1,8]naphthyridine-5(1H)-one